C(#C)C1=CC2=CC=C(C=C2C=C1OC)OC 2-ethynyl-3,6-dimethoxynaphthalene